tert-butyl (3R)-3-[(2S)-3-[4-(2-{[(benzyloxy)carbonyl]amino}ethoxy)phenyl]-1-(tert-butoxy)-1-oxopropane-2-yl]pyrrolidine-1-carboxylate C(C1=CC=CC=C1)OC(=O)NCCOC1=CC=C(C=C1)C[C@H](C(=O)OC(C)(C)C)[C@@H]1CN(CC1)C(=O)OC(C)(C)C